(1R,2S)-2-(3-{[2-(3,3-difluoropyrrolidin-1-yl)-5-methoxypyrimidin-4-yl]amino}-1H-indazol-6-yl)-5'-methoxyspiro[cyclopropane-1,3'-indol]-2'(1'H)-one FC1(CN(CC1)C1=NC=C(C(=N1)NC1=NNC2=CC(=CC=C12)[C@@H]1C[C@@]12C(NC1=CC=C(C=C21)OC)=O)OC)F